FC1=CC=C(C=N1)C=1C=2N(C=C(C1)OCC(C)(C)O)N=CC2C#N 4-(6-fluoro-3-pyridyl)-6-(2-hydroxy-2-methyl-propoxy)pyrazolo[1,5-a]pyridine-3-carbonitrile